6-[4-[(R or S)-[4-[2-(2-fluoroethoxy)ethoxy]phenyl]-(4-fluorophenyl)methyl]piperidine-1-carbonyl]-4H-1,4-benzoxazin-3-one FCCOCCOC1=CC=C(C=C1)[C@@H](C1CCN(CC1)C(=O)C=1C=CC2=C(NC(CO2)=O)C1)C1=CC=C(C=C1)F |o1:13|